hydroxyethoxyethyl chloride OCCOCCCl